2-methyl-2H-1,3-benzodioxole-5-sulfonyl chloride CC1OC2=C(O1)C=CC(=C2)S(=O)(=O)Cl